4-(3-bromophenyl)-1H-imidazole sulfurofluoridate S(O)(=O)(=O)F.BrC=1C=C(C=CC1)C=1N=CNC1